NC=1C=NC2=CC=CC(=C2C1N)OCC(C)O 1-[(3,4-diamino-5-quinolinyl)oxy]-2-propanol